6-chloro-7-fluoro-3-iodo-1-methyl-1H-pyrazolo[4,3-c]pyridine ClC1=C(C2=C(C=N1)C(=NN2C)I)F